C(C(O)CC(=O)[O-])(=O)[O-].[Na+].[Na+] sodium DL-malate